2-methylene-4-oxo-4-(2,2,2-trifluoro-1-(4-(trifluoromethyl)phenyl)ethoxy)butanoic acid C=C(C(=O)O)CC(OC(C(F)(F)F)C1=CC=C(C=C1)C(F)(F)F)=O